2-(benzoxy)aniline C(C1=CC=CC=C1)OC1=C(N)C=CC=C1